(S)-1-(2-chloro-5-toluenesulfonyl-5H-pyrrolo[3,2-d]pyrimidin-4-yl)pyrrolidine-2-carboxamide ClC=1N=C(C2=C(N1)C=CN2S(=O)(=O)CC2=CC=CC=C2)N2[C@@H](CCC2)C(=O)N